2-(3-bromo-2-fluorophenyl)-3-((E)-3-((tert-butyldimethylsilyl)oxy)-4-methyloct-1-en-6-yn-1-yl)-4-((tetrahydro-2H-pyran-2-yl)oxy)cyclopentenone BrC=1C(=C(C=CC1)C=1C(CC(C1\C=C\C(C(CC#CC)C)O[Si](C)(C)C(C)(C)C)OC1OCCCC1)=O)F